C(CCCCCCCCCC(C)C)OC(C=1C(C(=O)OCCCCCCCCCCC(C)C)=CC=CC1)=O.C(C(C)C)/C(=C(/C(=O)O)\CC(C)C)/C(=O)O.C(CCCCCCC)OC(C=1C(C(=O)OCCCCCCCC)=CC(C(=O)OCCCCCCCC)=C(C(=O)OCCCCCCCC)C1)=O.C1(=CC=CC=C1)OC(C=1C(C(=O)OC2=CC=CC=C2)=CC=CC1)=O.C(C(C)C)OC(CCCCC(=O)OCC(C)C)=O.P(=O)(OCCCCCCCC)(OCCCCCCCC)OCCCCCCCC trioctyl phosphate diisobutyl-adipate diphenyl-phthalate tetraoctyl-pyromellitate diisobutyl-maleate diisotridecyl-phthalate